FC=1C=C2C(=CNC(C2=C(C1)F)=O)C(C)NCCCO 6,8-Difluoro-4-(1-((3-hydroxypropyl)amino)ethyl)isoquinolin-1(2H)-one